O1CCC(CC1)NC(=O)COCCCCCCC\C=C/CCCC (5Z)-13-{[(oxan-4-yl)carbamoyl]methoxy}tridec-5-en